tert-butyl (S)-5-amino-4-(5-(6-amino-5-cyano-3-cyclopropylpyridin-2-yl)-1-oxoisoindolin-2-yl)-5-oxopentanoate NC([C@H](CCC(=O)OC(C)(C)C)N1C(C2=CC=C(C=C2C1)C1=NC(=C(C=C1C1CC1)C#N)N)=O)=O